{4-[2-(4-Fluoro-phenyl)-ethyl]-piperazin-1-yl}-(5-isopropyl-2H-pyrazol-3-yl)-methanone FC1=CC=C(C=C1)CCN1CCN(CC1)C(=O)C=1NN=C(C1)C(C)C